BrC=1C=NN(C1CCCOC1OCCCC1)C C4-bromo-1-methyl-5-[3-(tetrahydro-2H-pyran-2-yloxy)propyl]-1H-pyrazole